7-oxoheptanoic acid 3-decyltridecyl ester C(CCCCCCCCC)C(CCOC(CCCCCC=O)=O)CCCCCCCCCC